N,N-diethyl-2-benzothiazolesulfonamide C(C)N(S(=O)(=O)C=1SC2=C(N1)C=CC=C2)CC